C1([C@@H](O)[C@@H](O)[C@H](O)[C@H](O1)CO)C(=O)[C@H](O)[C@@H](O)C[C@H](O)CO mannosyl-4-deoxyglucose